N-(p-tolyl)-7H-pyrido[4',3':4,5]pyrrolo[2,3-c][1,7]naphthyridin-6-amine C1(=CC=C(C=C1)NC1=NC2=CN=CC=C2C2=C1NC1=C2C=CN=C1)C